Cl.FC1(C[C@H](NC1)C(=O)OC)F methyl (S)-4,4-difluoropyrrolidin-2-carboxylate hydrochloride